C(C1=CC=C(C=C1)C(C(C)(C)OC(C(F)(F)F)=O)=O)C1=CC=C(C=C1)C(C(C)(C)OC(C(F)(F)F)=O)=O (methylenebis(4,1-phenylene))bis(2-methyl-1-oxopropane-1,2-diyl)bis(2,2,2-trifluoroacetic acid)